C(CCCCCCCCC)C(=CCCCO)CCCCCCCCCC 5-Decylpentadec-4-En-1-Ol